phosphinoisoindolamidine PC=1NC(=C2C=CC=CC12)C(=N)N